C(C)(C)(C)OC(=O)NC=1C(=C(C=C2C=C(N=CC12)NC(=O)OC1C(COCC1)OC)C1=C(C2=C(OCCN2C(=O)OC(C)(C)C)N=C1)C)F tert-Butyl 7-[8-(tert-butoxycarbonylamino)-7-fluoro-3-[(3-methoxytetrahydropyran-4-yl)oxycarbonylamino]-6-isoquinolyl]-8-methyl-2,3-dihydropyrido[2,3-b][1,4]oxazine-1-carboxylate